N(CCO)CCO.C(CCCCCCCCCCC)OS(O)(=O)=O lauryl-sulfuric acid diethanolamine salt